6-(4-bromo-2-chloro-phenylamino)-7-fluoro-3-methyl-3H-benzimidazole-5-carboxylic acid (2-vinyloxy-ethoxy)-amide C(=C)OCCONC(=O)C1=CC2=C(N=CN2C)C(=C1NC1=C(C=C(C=C1)Br)Cl)F